methyl-8-[2-(9-{[4-(dimethylamino)butanoyl]oxy}octadecyl)cyclopropyl]octanoate COC(CCCCCCCC1C(C1)CCCCCCCCC(CCCCCCCCC)OC(CCCN(C)C)=O)=O